C1=C(C=CC2=CC=CC=C12)C1=CC=CC=C1C(=O)N 2-naphthalenebenzamide